CN1N=C(C=C1)B(O)O 1-METHYL-1H-PYRAZOL-3-YLBORONIC ACID